2-(6-{[(1s,3s)-3-(Dimethylamino)cyclobutyl](methyl)amino}[1,3]thiazolo[4,5-c]pyridazin-3-yl)-5-(1H-pyrazol-4-yl)phenol-Dihydrochlorid Cl.Cl.CN(C1CC(C1)N(C=1SC2=C(N=NC(=C2)C2=C(C=C(C=C2)C=2C=NNC2)O)N1)C)C